FC=1C=C2C(=C(NC2=C(C1F)C)C1=CC=C(C=C1)F)CCC(=O)N[C@@H]1C(NC[C@H]1O)=O 3-[5,6-Difluoro-2-(4-fluorophenyl)-7-methyl-1H-indol-3-yl]-N-[(3S,4R)-4-hydroxy-2-oxo-pyrrolidin-3-yl]propionamide